O=NN([O-])C1=CC=CC=C1.[NH4+] Ammonium 2-oxo-1-phenylhydrazinolat